3-(4-ethylbenzyl)-6-benzyloxycarbonyl-5,6,7,8-tetrahydropyrido[4,3-d]pyrimidine-2,4(1H,3H)-dione C(C)C1=CC=C(CN2C(NC3=C(C2=O)CN(CC3)C(=O)OCC3=CC=CC=C3)=O)C=C1